C(CC(=O)N)[C@@H](C(=O)O)NC(=O)CN The molecule is a dipeptide formed from glycine and L-glutamine residues. It has a role as a metabolite and a protective agent. It is a tautomer of a Gly-Gln zwitterion.